COC1=C(C=CC(=C1)OC)CNC(=O)C1=CC2=C(C=N1)C=NN2C N-[(2,4-dimethoxy-phenyl)methyl]-1-methyl-pyrazolo[4,3-c]pyridine-6-carboxamide